C1(CC1)C=1N=CC2=CC3=C(C(=C2C1)S(NCC(C)C)(=O)=O)CC(CC3)NC(=S)NC=3N(N=C(C3)C)C 1-[3-cyclopropyl-5-(isobutylsulfamoyl)-6,7,8,9-tetrahydrobenzo[g]Isoquinolin-7-yl]-3-(2,5-dimethylpyrazol-3-yl)thiourea